(1-phenylethyl)-2H-pyran C1(=CC=CC=C1)C(C)C1OC=CC=C1